(S)-1-(4-(5-phenyl-4,5-dihydro-1H-pyrazole-1-carbonyl)piperidin-1-yl)ethanone C1(=CC=CC=C1)[C@@H]1CC=NN1C(=O)C1CCN(CC1)C(C)=O